alpha-(bromomethyl)acrylic acid BrCC(C(=O)O)=C